BrC=1C=C(C=C(C1)Cl)NC(=O)NC1=CC(=CC(=C1)OC(F)(F)F)F 1-(3-bromo-5-chlorophenyl)-3-(3-fluoro-5-trifluoromethoxyphenyl)urea